BrC=1C(=C2C(=CC=NC2=CC1)C(=O)O)C 6-bromo-5-methylquinoline-4-carboxylic Acid